2-(tert-butyl) 8-ethyl 8-fluoro-6-(thiazole-5-carbonyl)-2,6-diazaspiro[3.4]octane-2,8-dicarboxylate FC1(CN(CC12CN(C2)C(=O)OC(C)(C)C)C(=O)C2=CN=CS2)C(=O)OCC